FC(C(=O)O)(F)F.FC(C(=O)O)(F)F.NCCNCCNC(C1=CC(C(=O)NC2=CC=C(C=C2)S(=O)(=O)N2CCN(CC2)C2=CC(=CC(=C2)Cl)Cl)=C(C=C1)N(S(=O)(=O)C)C)=O N1-(2-((2-aminoethyl)amino)ethyl)-N3-(4-((4-(3,5-dichlorophenyl)piperazin-1-yl)sulfonyl)phenyl)-4-(N-methylmethylsulfonamido)isophthalamide bis(2,2,2-trifluoroacetate)